C(C)N1N=CC=C1C(F)(F)F 1-Ethyl-5-(trifluoromethyl)-1H-pyrazole